C[C@@H]1NCCC2(C1)OCCC1=C2SC(=C1CO)C(F)(F)F [(2'S)-2'-methyl-2-(trifluoromethyl)spiro[4,5-dihydrothieno[2,3-c]pyran-7,4'-piperidine]-3-yl]methanol